OC1=C(C(=O)NCCC2=CNC3=CC=C(C=C23)NC)C=CC(=C1)C 2-hydroxy-4-methyl-N-(2-(5-(methylamino)-1H-indol-3-yl)ethyl)benzamide